COC(=O)C=1C=2C(C=NC1)=CN(N2)C 2-methyl-2H-pyrazolo[4,3-c]Pyridine-7-carboxylic acid methyl ester